C(C)C1=CC2=C(C3=CC(=CC=C3C(=C2C=C1)OC(=O)OCCC)CC)OC(=O)OCCC 2,7-diethyl-9,10-bis(n-propoxycarbonyloxy)anthracene